(3,3',5,5'-Tetra-tert-butyl-[1,1'-biphenyl]-2,2'-diyl)bis(oxy)bis(dicyclohexylphosphane) C(C)(C)(C)C=1C(=C(C=C(C1)C(C)(C)C)C1=C(C(=CC(=C1)C(C)(C)C)C(C)(C)C)OP(C1CCCCC1)C1CCCCC1)OP(C1CCCCC1)C1CCCCC1